chromane-2-carboxamide O1C(CCC2=CC=CC=C12)C(=O)N